C(C1=CC=CC=C1)N(C([C@H](CC)NC(=O)OC(C)(C)C)=O)[C@@H](C(=O)OC)CC Methyl (R)-2-((S)-N-benzyl-2-((tert-butoxycarbonyl)amino)butanamido)butanoate